C1(CC1)C=1C(=C2C=CN(C2=C(C1)C)C(=O)OC(C)(C)C)O[C@H]1[C@@H](C[C@H](CC1)O)C1=CC=C(C=C1)C(=O)OC |r| racemic-tert-butyl 5-cyclopropyl-4-(((1R*,2S*,4S*)-4-hydroxy-2-(4-(methoxycarbonyl)phenyl)cyclohexyl)oxy)-7-methyl-1H-indole-1-carboxylate